((cyclohexanecarbonyl)oxy)methyl 4-((4'-(piperidin-1-yl)-[1,1'-biphenyl]-4-yl)thio)-1H-1,2,3-triazole-5-carboxylate 2,2,2-trifluoroacetate FC(C(=O)O)(F)F.N1(CCCCC1)C1=CC=C(C=C1)C1=CC=C(C=C1)SC=1N=NNC1C(=O)OCOC(=O)C1CCCCC1